CN(C1CCN(CC1)C(CN1CC(CC(C1)C)C1=C2C=CC=NC2=C(C=C1)C#N)=O)C 5-(1-{2-[4-(dimethylamino)piperidin-1-yl]-2-oxoethyl}-5-methylpiperidin-3-yl)quinoline-8-carbonitrile